C(CCCCCCCCCCCCCCCCCCCCCCC)S(=O)(=O)[O-] tetracosyl-sulfonate